N-(2-(benzo[d]thiazol-2-yl)phenyl)-3,5-bis(trifluoromethyl)benzamide S1C(=NC2=C1C=CC=C2)C2=C(C=CC=C2)NC(C2=CC(=CC(=C2)C(F)(F)F)C(F)(F)F)=O